FC(C1=CC=C(C=C1)C1CC(NC1)C1=CC=C(C(=O)N)C=C1)(F)F 4-(4-(4-(trifluoromethyl)phenyl)pyrrolidin-2-yl)benzamide